FCC1=CC=C(C=C1)C=1C=C(C(N(N1)C=1C=NC=CC1)=O)C(=O)N[C@@H](C(F)(F)F)CO 6-[4-(fluoromethyl)phenyl]-3-oxo-2-(pyridin-3-yl)-N-[(2R)-1,1,1-trifluoro-3-hydroxypropan-2-yl]-2,3-dihydropyridazine-4-carboxamide